O1COC2=C1C=CC(=C2)CNC(C2=C(C=CC=C2Cl)Cl)=O N-(1,3-benzodioxolan-5-ylmethyl)-2,6-dichlorobenzamide